(Z)-9,12-tetradecadienyl acetate C(C)(=O)OCCCCCCCC\C=C/CC=CC